tert-butyl (3-cyano-6-hydroxy-8,8-dimethyl-7,8-dihydro-6H-cyclopenta[e]pyrazolo[1,5-a]pyridin-2-yl)carbamate C(#N)C=1C(=NN2C1C=CC1=C2C(CC1O)(C)C)NC(OC(C)(C)C)=O